OCCN1C(C=CC2=C1N=C(N=C2)SC)=O 8-(2-hydroxyethyl)-2-(methylthio)pyrido[2,3-d]pyrimidin-7(8H)-one